C1(CCCC1)OC(C(C)=O)CC=O 3-cyclopentyloxypentane-2,5-dione